1-[4-(Dimethylamino)-2-hydroxyphenyl]-3-phenylprop-2-en-1-one CN(C1=CC(=C(C=C1)C(C=CC1=CC=CC=C1)=O)O)C